(5-chlorothiazol-2-yl)methanone ClC1=CN=C(S1)C=O